Racemic-tert-butyl (3R*,4R*)-3-hydroxy-4-phenylpyrrolidine-1-carboxylate O[C@H]1CN(C[C@H]1C1=CC=CC=C1)C(=O)OC(C)(C)C |r|